N-(5-chloro-6-(2H-1,2,3-triazol-2-yl)pyridin-3-yl)-2-methyl-3-(quinolin-5-yl)benzamide ClC=1C=C(C=NC1N1N=CC=N1)NC(C1=C(C(=CC=C1)C1=C2C=CC=NC2=CC=C1)C)=O